N-((1-((5,7-dioxaspiro[2.5]octan-6-yl)methyl)-1H-1,2,3-triazol-4-yl)methyl)-5-(cyclopropylethynyl)-N,2-dimethylaniline C1CC12COC(OC2)CN2N=NC(=C2)CN(C2=C(C=CC(=C2)C#CC2CC2)C)C